3,3',3'',3'''-(((((trans)-cyclohexane-1,4-diyl)bis(azanediyl))bis(4-oxobutane-4,1-diyl))bis(azanetriyl))tetrapropionate [C@H]1(CC[C@H](CC1)NC(CCCN(CCC(=O)[O-])CCC(=O)[O-])=O)NC(CCCN(CCC(=O)[O-])CCC(=O)[O-])=O